Cl.NC=1C(N(C=CC1)[C@H]1[C@@H](C1)F)=O amino-1-((1R,2R)-2-fluorocyclopropyl)pyridin-2(1H)-one hydrochloride